Palladium Palladium hydroxid [Pd](O)O.[Pd]